tris(3,4-dimethoxyphenyl)phosphine COC=1C=C(C=CC1OC)P(C1=CC(=C(C=C1)OC)OC)C1=CC(=C(C=C1)OC)OC